CC1(N(CCN(C1)CC=1N=NC=CC1)C(=O)OC(C)(C)C)C tert-butyl 2,2-dimethyl-4-(pyridazin-3-ylmethyl)piperazine-1-carboxylate